1-[1-(6-Chlorodiazin-4-yl)-1H-indazol-6-yl]-1H-pyrrole-2-carbonitrile ClC1=CC(=CN=N1)N1N=CC2=CC=C(C=C12)N1C(=CC=C1)C#N